tert-butyl (S)-2-(cyanomethyl)-4-(2-(((S)-1-(3-(3-methoxy-3-oxopropoxy)propyl)pyrrolidin-2-yl)methoxy)-5,6,7,8-tetrahydropyrido[3,4-d]pyrimidin-4-yl)piperazine-1-carboxylate C(#N)C[C@@H]1N(CCN(C1)C=1C2=C(N=C(N1)OC[C@H]1N(CCC1)CCCOCCC(=O)OC)CNCC2)C(=O)OC(C)(C)C